N1C(=NC2=C1C=CC=C2)[C@@H]2[C@H](C2)C(=O)N[C@H](C(NC2=CC=C(C=C2)CCC)=O)C (1S,2S)-2-(1H-benzo[d]imidazol-2-yl)-N-((S)-1-oxo-1-((4-propylphenyl)amino)propan-2-yl)cyclopropane-1-carboxamide